FC1=CC=C(C=C1)[C@@H]1N(CCC2=CC=CC=C12)C(=O)[C@H]1C[C@H]2[C@@H](NC(CN2)=O)CO1 (4ar,7r,8as)-7-((S)-1-(4-fluorophenyl)-1,2,3,4-tetrahydroisoquinoline-2-carbonyl)hexahydro-2H-pyrano[3,4-b]Pyrazin-3(4H)-one